OC[C@@H](CC(C)C)NC1=NC(=NC(=N1)C[C@H](C)C1=C(C=C(C=C1F)F)F)NS(=O)(=O)C N-(4-(((R)-1-Hydroxy-4-methylpentan-2-yl)amino)-6-((S)-2-(2,4,6-trifluorophenyl)propyl)-1,3,5-triazin-2-yl)methanesulfonamide